O1C(=NC2=C1C=CC=C2)C2CCN(CC2)C2=C(C(N(C1=CC(=CC=C21)Cl)C)=O)C#N 4-[4-(1,3-Benzooxazol-2-yl)piperidin-1-yl]-7-chloro-1-methyl-2-oxo-1,2-dihydroquinoline-3-carbonitrile